ClC1=C2C(NN=C(C2=CC(=C1)B1OC(C(O1)(C)C)(C)C)CN1C(C2=CC=CC=C2C1=O)=O)=O 2-((5-chloro-4-oxo-7-(4,4,5,5-tetramethyl-1,3,2-dioxaborolan-2-yl)-3,4-dihydrophthalazin-1-yl)methyl)isoindoline-1,3-dione